4-fluoro-2-(4-fluoro-3-methylphenoxy)aniline FC1=CC(=C(N)C=C1)OC1=CC(=C(C=C1)F)C